3-[3-Methyl-4-[[(2S)-morpholin-2-yl]methyl]-2-oxo-benzimidazol-1-yl]piperidine-2,6-dione CN1C(N(C2=C1C(=CC=C2)C[C@H]2CNCCO2)C2C(NC(CC2)=O)=O)=O